N-chlorosuccinic acid imide ClN1C(CCC1=O)=O